C(CCC)P(O)(=O)CCCC.C(CCC)P(O)(=O)CCCC.C(CCC)P(O)(=O)CCCC.FC1(CCN(CC1)C(=O)C1=CC=C(C=C1)C=1C=C(C2=C(C=C(O2)CNC(\C=C\C=2C=NC=CC2)=O)C1)C1=CC(=CC=C1)F)F (E)-N-((5-(4-(4,4-difluoro-piperidine-1-carbonyl)phenyl)-7-(3-fluoro-phenyl)benzofuran-2-yl)methyl)-3-(pyridin-3-yl)acrylamide tris(dibutylphosphinate)